[C@@H]12OC[C@@H](N(C1)C1CCN(CC1)C1=C(C=C(C(=C1)OC)NC1=NC=NC(=C1)N1OCC[C@@H]1C1=CC(=CC(=C1)F)Cl)NC(C=C)=O)C2 N-(2-(4-((1S,4S)-2-oxa-5-azabicyclo[2.2.1]heptane-5-yl)piperidine-1-yl)-5-((6-((R)-3-(3-chloro-5-fluorophenyl)isoxazolidine-2-yl)pyrimidine-4-yl)amino)-4-methoxyphenyl)acrylamide